sodium 6,6'-((1E,1'E)-(3,3'-dimethyl-[1,1'-biphenyl]-4,4'-diyl)bis(diazene-2,1-diyl))bis(4-amino-5-hydroxynaphthalene-1,3-disulfonate) CC=1C=C(C=CC1/N=N/C=1C(=C2C(=C(C=C(C2=CC1)S(=O)(=O)[O-])S(=O)(=O)[O-])N)O)C1=CC(=C(C=C1)/N=N/C=1C(=C2C(=C(C=C(C2=CC1)S(=O)(=O)[O-])S(=O)(=O)[O-])N)O)C.[Na+].[Na+].[Na+].[Na+]